ClC=1C=C(C(=NC1)OC1=C(C=C(C=C1)C1=CC=C(C(=N1)CCCC(=O)O)F)F)F 4-(6-(4-((5-chloro-3-fluoropyridin-2-yl)oxy)-3-fluorophenyl)-3-fluoropyridin-2-yl)butanoic acid